N-(5-(difluoromethoxy)-1H-pyrazol-3-yl)-6-(((1S,2R,3S,5R)-2-methyl-8-azabicyclo[3.2.1]octan-3-yl)oxy)pyrazin-2-amine FC(OC1=CC(=NN1)NC1=NC(=CN=C1)O[C@@H]1[C@@H]([C@@H]2CC[C@H](C1)N2)C)F